C(C1=CC=CC=C1)OC(N[C@@H]1C(NC[C@H]1C1=C(C=C(C=C1F)OC)F)=O)=O ((3S,4R)-4-(2,6-difluoro-4-methoxyphenyl)-2-oxopyrrolidin-3-yl)carbamic acid benzyl ester